(2S)-3-(6-bromo-1,3-benzoxazol-2-yl)-2-[(3-chlorophenyl)formamido]-N-(1-cyanocyclopropyl)propanamide BrC1=CC2=C(N=C(O2)C[C@@H](C(=O)NC2(CC2)C#N)NC(=O)C2=CC(=CC=C2)Cl)C=C1